2-chloro-6-phenyl-5H-pyrrolo[2,3-b]Pyrazine ClC=1N=C2C(=NC1)NC(=C2)C2=CC=CC=C2